(3S,5R,8R,9S,10S,13R,14S,17R)-14-hydroxy-10,13-dimethyl-17-(5-oxo-2,5-dihydrofuran-3-yl)hexadecahydro-1H-cyclopenta[a]phenanthren-3-yl (2-(pyrrolidin-1-yl)ethyl)carbamate N1(CCCC1)CCNC(O[C@H]1CC[C@@]2([C@H]3CC[C@@]4([C@H](CC[C@@]4([C@@H]3CC[C@@H]2C1)O)C=1COC(C1)=O)C)C)=O